methyl (R)-3-(3-fluoro-4-hydroxyphenyl)-2-((4-(trifluoromethoxy)phenyl)sulfonamido)propanoate FC=1C=C(C=CC1O)C[C@H](C(=O)OC)NS(=O)(=O)C1=CC=C(C=C1)OC(F)(F)F